N1(N=CN=C1)C1=CC=C(C=C1)S(=O)(=O)NC1=CC(=C(C(=O)O)C(=C1)F)F 4-((4-(1H-1,2,4-triazol-1-yl)phenyl)sulfonylamino)-2,6-difluorobenzoic acid